C(C)(C)(C)C1=CC=C(C=C1)C=1OC(=CC1C(=O)N)C(F)(F)F 2-(p-tert-butylphenyl)-5-(trifluoromethyl)furan-3-carboxamide